C(CCCC=CC)N 5-heptenylamine